(tert-Butoxycarbonyl)proline C(C)(C)(C)OC(=O)N1[C@@H](CCC1)C(=O)O